C(C)(C)(C)OC(=O)N[C@H](C(=O)N[C@H](C(C(C(=O)OCC1=CC=CC=C1)(C)C)=O)CC(C)C)C Benzyl (4S)-4-[(2S)-2-{[(tert-butoxy)carbonyl]amino}propanamido]-2,2,6-trimethyl-3-oxoheptanoate